(2S)-2-(((tert-butyldimethylsilyl)oxy)methyl)-5-cyanopyrrolidine-1-carboxylic acid tert-butyl ester C(C)(C)(C)OC(=O)N1[C@@H](CCC1C#N)CO[Si](C)(C)C(C)(C)C